CC(CCCCC)(O)O heptane-2,2-diol